C(C1=CC=CC=C1)OC(=O)N1C[C@H](CC1)COC=1C=C(C=CC1)[C@@H]1N(C[C@H](CC1)C)C(=O)OC(C)(C)C (2R,5S)-tert-butyl 2-(3-(((S)-1-((Benzyloxy)Carbonyl)Pyrrolidin-3-yl)Methoxy)phenyl)-5-methylpiperidine-1-carboxylate